C(C)(C)(C)OC(=O)N1CC(C1)C1=C(C2=C(N=NC(=C2)Cl)N1)I.ON1[C@@H]2CC[C@H](N(C1=O)C2)C(NC(=O)C=2N=CSC2)=N N-(((2S,5R)-6-hydroxy-7-oxo-1,6-diazabicyclo[3.2.1]octan-2-yl)(imino)methyl)thiazole-4-carboxamide tert-butyl-3-{3-chloro-5-iodo-7H-pyrrolo[2,3-c]pyridazin-6-yl}azetidine-1-carboxylate